2-(pyridin-4-yloxy)ethylamine N1=CC=C(C=C1)OCCN